C1(CCC1)N1CCC2(C(N(C(N2CCN2CCOCC2)=O)CC2=NC(=NO2)C2=CC(=C(C=C2)OC2=C(C=CC=C2)S(=O)(=O)CC(F)(F)F)C(F)(F)F)=O)CC1 8-cyclobutyl-1-(2-morpholinoethyl)-3-((3-(4-(2-((2,2,2-trifluoroethyl)sulfonyl)phenoxy)-3-(trifluoromethyl)phenyl)-1,2,4-oxadiazol-5-yl)methyl)-1,3,8-triazaspiro[4.5]decane-2,4-dione